N1=C(C=NC=C1)C1=CN=[N+](C=C1)CCC(=O)Cl 3-(4-pyrazin-2-yl-pyridazin-1-ium-1-yl)propionic acid chloride